FC=1C=C2C(=C(/C(/C2=CC1)=C/C1=CC=C(C=C1)C(C)C)C)C(C(=O)O)C 2-[(1Z)-5-fluoro-2-methyl-1-{[4-(propan-2-yl)phenyl]methylene}-1H-inden-3-yl]propanoic acid